3,6-dihydro-2H-pyran-4-yl trifluoromethanesulfonate FC(S(=O)(=O)OC=1CCOCC1)(F)F